CN1C=NC=C1C=1C=C2C=C(N=CC2=CC1)NC(=O)C1CCN(CC1)CC=1OC=CN1 N-(6-(1-methyl-1H-imidazol-5-yl)isoquinolin-3-yl)-1-(oxazol-2-ylmethyl)piperidine-4-carboxamide